CC1=C(C=C(C(=O)NOC(C(C)(C)C)=O)C=C1)[N+](=O)[O-] 4-methyl-3-nitro-N-(pivaloyloxy)benzamide